OCCN1CCN(CC1)C1=CC=C(N=N1)C1=C(C=C(C=C1)N1N=CC=C1)O 2-{6-[4-(2-hydroxy-ethyl)-piperazin-1-yl]-pyridazin-3-yl}-5-pyrazol-1-yl-phenol